tert-butyl (S)-4-(1-((6-methoxy-2-methyl-2H-pyrazolo[3,4-b]pyridin-5-yl)carbamoyl)-6-methyl-2,3-dihydro-1H-pyrrolo[2,3-b]pyridin-4-yl)-2-methylpiperazine-1-carboxylate COC=1C(=CC=2C(N1)=NN(C2)C)NC(=O)N2CCC=1C2=NC(=CC1N1C[C@@H](N(CC1)C(=O)OC(C)(C)C)C)C